(Z)-5-fluoro-3-(hydroxyimino)-1-(1-((1s,4s)-4-isopropylcyclohexyl)piperidin-4-yl)indolin-2-one FC=1C=C2/C(/C(N(C2=CC1)C1CCN(CC1)C1CCC(CC1)C(C)C)=O)=N/O